1,3-bis(2,2,6,6-tetramethylpiperidine-4-yl)2,4-ditridecylbenzene CC1(NC(CC(C1)C1=C(C(=C(C=C1)CCCCCCCCCCCCC)C1CC(NC(C1)(C)C)(C)C)CCCCCCCCCCCCC)(C)C)C